(methylsulfonyl)propanamide CS(=O)(=O)C(C(=O)N)C